C1(CC1)C1=NNC(=N1)C1CC2(CN(C2)C(=O)N2CC3(C2)CCN(CC3)CC=3SC(=CN3)C(F)F)C1 [6-(3-cyclopropyl-1H-1,2,4-triazol-5-yl)-2-azaspiro[3.3]heptan-2-yl]-[7-[[5-(difluoromethyl)thiazol-2-yl]methyl]-2,7-diazaspiro[3.5]nonan-2-yl]methanone